(S)-tert-butyl 4-(((R)-3-(4-chlorobenzyl)-1-((4-nitrophenyl) sulfonyl) piperidin-3-yl) (methyl) carbamoyl)-2,2-dimethyloxazolidine-3-carboxylate ClC1=CC=C(C[C@]2(CN(CCC2)S(=O)(=O)C2=CC=C(C=C2)[N+](=O)[O-])N(C(=O)[C@H]2N(C(OC2)(C)C)C(=O)OC(C)(C)C)C)C=C1